3-pyridinesulfonamide hydrochloride Cl.N1=CC(=CC=C1)S(=O)(=O)N